4-bromo-2,3,5-trifluorobenzoic acid BrC1=C(C(=C(C(=O)O)C=C1F)F)F